tert-butyl (1-((2-((4-(4-morpholino-7H-pyrrolo[2,3-d]pyrimidin-6-yl)phenyl)carbamoyl)pyridin-4-yl)methyl)azetidin-3-yl)carbamate O1CCN(CC1)C=1C2=C(N=CN1)NC(=C2)C2=CC=C(C=C2)NC(=O)C2=NC=CC(=C2)CN2CC(C2)NC(OC(C)(C)C)=O